(2-amino-3-(3-(4-((6-(trifluoromethyl)pyridin-2-yl)methyl)benzyl)isoxazol-5-yl)pyridin-1-ium-1-yl)methyl hydrogen phosphate P(=O)(OC[N+]1=C(C(=CC=C1)C1=CC(=NO1)CC1=CC=C(C=C1)CC1=NC(=CC=C1)C(F)(F)F)N)(O)[O-]